ethyl 4-(3-hydroxy-3-methyl-but-1-ynyl)-2,6-dimethyl-7-oxo-1H-pyrrolo[2,3-c]pyridine-3-carboxylate OC(C#CC=1C2=C(C(N(C1)C)=O)NC(=C2C(=O)OCC)C)(C)C